[3-(difluoromethyl)-5-(trifluoromethyl)phenoxy]-3-methoxy-benzonitrile FC(C=1C=C(OC2=C(C#N)C=CC=C2OC)C=C(C1)C(F)(F)F)F